C(C)C1=C(C(=C(OCC=2C(=C(C=CC2)O)COC2=C(C(=C(C=C2)CC)CC)CC)C=C1)CC)CC di(triethylphenoxymethyl)phenol